C(#N)C1CN(C1)S(=O)(=O)N1C[C@H](CCC1)C(=O)N1[C@H](CCC1)C(=O)N[C@H](C)C1=CC(=C(C=C1)OC(F)F)OC 1-(((3S)-1-((3-cyano-1-azetidinyl)sulfonyl)-3-piperidinyl)carbonyl)-N-((1R)-1-(4-(difluoromethoxy)-3-methoxyphenyl)ethyl)-D-prolinamide